2-(tert-butylamino)-4-((1-carbamoylpiperidin-3-yl)amino)pyrimidine-5-carboxamide C(C)(C)(C)NC1=NC=C(C(=N1)NC1CN(CCC1)C(N)=O)C(=O)N